ClC=1C=C(C=CC1OC(F)(F)F)C1CN(C1)C(=O)N1C[C@@H]2[C@H](OCC(N2)=O)CC1 (-)-trans-6-[3-[3-chloro-4-(trifluoromethoxy)phenyl]azetidine-1-carbonyl]-4,4a,5,7,8,8a-hexahydropyrido[4,3-b][1,4]oxazin-3-one